CC(CCCC(C)(S(=O)N)C)N 3-(methyl[amino]propyl)-2-methylpropane-2-sulfinamide